S1C(=NN=C1)C[C@@H](C)C=1C=C(N)C=CC1 (R)-3-(1-(1,3,4-thiadiazol-2-yl)propan-2-yl)aniline